ethyl 1-[4-(difluoromethoxy)-3-(2-pyridyl)phenyl]-3-methyl-pyrazole-4-carboxylate FC(OC1=C(C=C(C=C1)N1N=C(C(=C1)C(=O)OCC)C)C1=NC=CC=C1)F